BrCC(CCCCC)Br 1,2-dibromoheptane